dimethyl-bis(stearyloxyethyl)ammonium chloride [Cl-].C[N+](CCOCCCCCCCCCCCCCCCCCC)(CCOCCCCCCCCCCCCCCCCCC)C